2-(4-(3-chloro-4-((3,5-difluoropyridin-2-yl)methoxy)-5'-methyl-6-(methyl-d3)-2-oxo-2H-[1,4'-bipyridin]-2'-yl)thiazol-2-yl)-2-methylpropylamine ClC=1C(N(C(=CC1OCC1=NC=C(C=C1F)F)C([2H])([2H])[2H])C1=CC(=NC=C1C)C=1N=C(SC1)C(CN)(C)C)=O